4-((2R,5S)-5-((4-((E)-(Hydroxyimino)methyl)phenoxy)methyl)-2-(trifluoromethyl)oxazolidin-3-yl)-2-(trifluoromethyl)benzonitril O\N=C\C1=CC=C(OC[C@@H]2CN([C@H](O2)C(F)(F)F)C2=CC(=C(C#N)C=C2)C(F)(F)F)C=C1